COC(C1=CC=C(C=C1)C1=NC(=NC(=C1)C(F)(F)F)N1[C@H](CC1)C)=O 4-{2-[(2S)-2-Methylazetidin-1-yl]-6-(trifluoromethyl)pyrimidin-4-yl}benzoic acid methyl ester